N-[3-[2-[2-[3-[(2,4-dihydroxy-3,3-dimethylbutanoyl)amino]propanoylamino]ethyldisulfanyl]ethylamino]-3-oxopropyl]-2,4-dihydroxy-3,3-dimethylbutanamide OC(C(=O)NCCC(=O)NCCSSCCNC(CCNC(C(C(CO)(C)C)O)=O)=O)C(CO)(C)C